3-(β-D-glucopyranosyloxy)-5-methyl-4-[(4-propylphenyl)methyl]-1H-pyrazole [C@@H]1([C@H](O)[C@@H](O)[C@H](O)[C@H](O1)CO)OC1=NNC(=C1CC1=CC=C(C=C1)CCC)C